FC1=C(CN2C(N([C@H](C3=CC=C(C=C23)C(=O)NCC2=C(C=C(C=C2F)F)F)C)C)=O)C(=CC=C1F)OC (S)-1-(2,3-difluoro-6-methoxybenzyl)-3,4-dimethyl-2-oxo-N-(2,4,6-trifluorobenzyl)-1,2,3,4-tetrahydro-quinazoline-7-carboxamide